N1C(NC(NC1=S)=S)=S 1,3,5-triazinan-2,4,6-trithione